2-(1-{[(1R,2R)-2-aminocyclohexyl]amino}-7,8-dihydro-5H-pyrano[3,4-d]pyridazin-4-yl)-5-(trifluoromethyl)phenol N[C@H]1[C@@H](CCCC1)NC1=C2C(=C(N=N1)C1=C(C=C(C=C1)C(F)(F)F)O)COCC2